CN1C=2C(NC(=NC2NCC1CNC1=CC=C(C(N[C@@H](CCC(=O)[O-])C(=O)O)=O)C=C1)N)=O L-5-Methyltetrahydrofolat